3-(7-fluoro-1H-indol-3-yl)propionic acid FC=1C=CC=C2C(=CNC12)CCC(=O)O